ethyl 1-(5-(3-chlorophenyl)-3-hydroxy-4-methylpicolinamido)cyclopropane-1-carboxylate ClC=1C=C(C=CC1)C=1C(=C(C(=NC1)C(=O)NC1(CC1)C(=O)OCC)O)C